Perhydro-Benzyltoluol C(C1CCCCC1)C1=C(C=CC=C1)C